ClC1=CC(=CN=N1)C1=CC=C(C=C1)N1CCC(CC1)CC(=O)N 2-(1-(4-(6-chloropyridazin-4-yl)phenyl)piperidin-4-yl)acetamide